NC1=NC(=CC(=N1)C=1N=NN(C1)CC1=CC=CC(=N1)N1C(COCC1)C(=O)O)C1=CC(=CC=C1)C#N 4-[6-({4-[2-amino-6-(m-cyanophenyl)-4-pyrimidinyl]-1H-1,2,3-triazol-1-yl}methyl)-2-pyridinyl]-3-morpholinecarboxylic acid